6-chloro-4-[(3R,4S)-4-(4-fluoroanilino)-3-methyl-1-piperidyl]-1-methyl-2-oxo-1,5-naphthyridine-3-carbonitrile ClC=1N=C2C(=C(C(N(C2=CC1)C)=O)C#N)N1C[C@H]([C@H](CC1)NC1=CC=C(C=C1)F)C